OC1CCN(CC1)C1=NC(=NC=C1)N1CCN(CC1)C(=O)C1=CC=C(C=C1)C1=NC2=C(N1)C=CC=C2C(=O)N 2-(4-(4-(4-(4-hydroxypiperidin-1-yl)pyrimidin-2-yl)piperazine-1-carbonyl)phenyl)-1H-benzo[d]imidazole-4-carboxamide